CC=1C(=NC=C(C1)NC(C(=O)N1C(CCC(C1)C)C1=CC=2NN=CC2S1)=O)NC(OC(C)(C)C)=O tert-butyl N-[3-methyl-5-[[2-[5-methyl-2-(1H-thieno[3,2-c]pyrazol-5-yl)-1-piperidyl]-2-oxo-acetyl]amino]-2-pyridyl]carbamate